3-[3-(2,4-dimethoxypyridin-3-yl)-1-[[2-(trimethylsilyl)ethoxy]methyl]pyrrolo[2,3-b]pyridin-6-yl]-1-[2-(4-ethylpiperazin-1-yl)ethyl]urea COC1=NC=CC(=C1C1=CN(C2=NC(=CC=C21)NC(NCCN2CCN(CC2)CC)=O)COCC[Si](C)(C)C)OC